3-Methyl-5-(methylthio)-3,6-dihydro-7H-[1,2,3]triazolo[4,5-d]pyrimidin-7-one CN1N=NC2=C1N=C(NC2=O)SC